N-(3-(2-aminoquinazolin-6-yl)-2,4-difluorophenyl)-3-chloro-4-methylbenzenesulfonamide NC1=NC2=CC=C(C=C2C=N1)C=1C(=C(C=CC1F)NS(=O)(=O)C1=CC(=C(C=C1)C)Cl)F